N[C@H](C(=O)O)CC1=NC=C(C=C1Cl)B(O)O (S)-2-amino-3-(5-dihydroxyboryl-3-chloropyridin-2-yl)propionic acid